iron cobalt sodium manganate [Mn](=O)(=O)([O-])[O-].[Na+].[Co+2].[Fe+2]